(1-aminoisoquinolin-7-yl)-1'-(isopropoxycarbonyl)-2,3-dihydrospiro[indene-1,4'-piperidine] NC1=NC=CC2=CC=C(C=C12)C1N(CCC2(C1)CCC1=CC=CC=C12)C(=O)OC(C)C